N-(2-ethylhexyl)-2-(3-methoxy-4-tetrahydropyranyloxyphenyl)-7-methoxy-3,5-ditetrahydropyranyloxyquinolin-4-one C(C)C(CN1C(=C(C(C2=C(C=C(C=C12)OC)OC1OCCCC1)=O)OC1OCCCC1)C1=CC(=C(C=C1)OC1OCCCC1)OC)CCCC